Cl.N[C@H](C)C=1C=C(OCCCCCOCCCOCCOC2=C3CN(C(C3=CC=C2)=O)C2C(NC(CC2)=O)=O)C=CC1 3-(4-(2-(3-((5-(3-((R)-1-aminoethyl)phenoxy)pentyl)oxy)propoxy)ethoxy)-1-oxoisoindolin-2-yl)piperidine-2,6-dione hydrochloride